tert-butyl((2-(7-methyl-2,3-dihydro-4H-pyrido[3,2-b][1,4]oxazin-4-yl)-1,6-naphthyridin-7-yl)methyl)carbamate C(C)(C)(C)OC(NCC1=NC=C2C=CC(=NC2=C1)N1C2=C(OCC1)C=C(C=N2)C)=O